2-(3-hydroxyphenyl)-4-oxo-1,4-dihydroquinoline-6-carboxylic acid ethyl ester C(C)OC(=O)C=1C=C2C(C=C(NC2=CC1)C1=CC(=CC=C1)O)=O